FC1=C(C=C(C(=C1)F)B1OC(C(O1)(C)C)(C)C)C1=NOC(=C1)[C@]1(C(N(CC1)C)=O)O (R)-3-(3-(2,4-difluoro-5-(4,4,5,5-tetramethyl-1,3,2-dioxaborolan-2-yl)phenyl)isoxazol-5-yl)-3-hydroxy-1-methylpyrrolidin-2-one